(13S,15S,Z)-16-(hydroxymethylene)-13-methyl-15-(3-morpholino-3-oxopropyl)-6,7,8,9,11,12,13,14,15,16-decahydro-17H-cyclopenta[a]phenanthren-17-one O\C=C/1\[C@H](C2C3CCC=4C=CC=CC4C3CC[C@@]2(C1=O)C)CCC(=O)N1CCOCC1